C(C)(C)C=1C(=NNC1C=1C=C(C=2N(C1)N=CN2)OC)C=2SC(=C(N2)C)N2CCN(CC2)C2COC2 2-(4-isopropyl-5-(8-methoxy-[1,2,4]triazolo[1,5-a]pyridin-6-yl)-1H-pyrazol-3-yl)-4-methyl-5-(4-(oxetan-3-yl)piperazin-1-yl)thiazole